P(=O)(=O)CCCOC(C(=C)C)=O.C(C)N(S(=O)(=O)NC=1C(=C(C(=O)C2=C(NC3=NC=CC=C32)C(=O)O)C(=CC1)F)F)C 3-[3-[[ethyl(methyl)sulfamoyl]amino]-2,6-difluoro-benzoyl]-1H-pyrrolo[2,3-b]pyridineformic acid phosphopropyl-methacrylate